FC([C@@H]1CCC=2N1C1=C(N2)C=CC(=C1)[C@@H]1C(C1)C=1C=2N(N=C(C1)C=1C(NC(NC1)=O)=O)C=CN2)(F)F 5-(8-((2S,2S)-2-((S)-1-(trifluoromethyl)-2,3-dihydro-1H-benzo[d]pyrrolo[1,2-a]imidazol-7-yl)cyclopropyl)imidazo[1,2-b]pyridazin-6-yl)pyrimidine-2,4(1H,3H)-dione